COCCN1N=C(C(=C1)NC=1SC=C(N1)C1=CC=C(C=C1)[N+](=O)[O-])C N-(1-(2-methoxyethyl)-3-methyl-1H-pyrazol-4-yl)-4-(4-nitrophenyl)thiazol-2-amine